OC(CC(=O)O)(CCC)C 3-hydroxy-3-methylhexanoic acid